NC1=C([C@@H](CC1)C)C(=O)OCC (R)-ethyl 2-amino-5-methylcyclopent-1-enecarboxylate